CS(=O)(=O)OCC(C)OC1=CC=C(C=C1)[N+](=O)[O-] 2-(4-nitro-phenoxy)-propyl methanesulfonate